O.O.O.C(C)(=O)N[C@H](C(=O)O)CNC(=O)[C@H]1CN(CCC1)C(CCC1CCNCC1)=O (S)-2-acetylamino-3-[(R)-[1-[3-(piperidin-4-yl)propionyl]piperidin-3-ylcarbonyl]amino]propionic acid trihydrate